CC(CCC(C(=O)C1=CC=C(C=C1)OC1=CC=CC=C1)SC#N)C 5-methyl-1-(4-phenoxyphenyl)-2-thiocyanohexan-1-one